8-Chloro-1,3-dihydrofuro[3,4-c][1,7]naphthyridin-4-amine ClC1=CC=2C3=C(C(=NC2C=N1)N)COC3